2-Amino-N-{1-[8-chloro-5-(3,3-difluoropiperidin-1-yl)imidazo[1,5-a]pyridin-6-yl]ethyl}pyrazolo[1,5-a]pyrimidine-3-carboxamide NC1=NN2C(N=CC=C2)=C1C(=O)NC(C)C=1C=C(C=2N(C1N1CC(CCC1)(F)F)C=NC2)Cl